4-bromo-2-(pent-4-en-1-ynyl)benzene BrC1=CC(=CC=C1)C#CCC=C